CNC1=CC=CC(=N1)C=O [6-(methylamino)pyridin-2-yl]Methanone